C(C)(=O)NC=1C=C(C=CC1C(NC=1SC(=C(N1)C)[N+](=O)[O-])=O)NCCNCCCONC(C1=C(C(=C(C=C1)F)F)NC1=C(C=C(C=C1)I)F)=O N-(3-((2-((3-acetamido-4-((4-methyl-5-nitrothiazol-2-yl)carbamoyl)phenyl)amino)ethyl)amino)propoxy)-3,4-difluoro-2-((2-fluoro-4-iodophenyl)amino)benzamide